1-(3-(2-(7,8-dimethyl-[1,2,4]triazolo[1,5-a]pyridin-6-yl)-3-isopropyl-1H-indol-5-yl)azetidin-1-yl)-2-(dimethylamino)ethan-1-one CC1=C(C=2N(C=C1C=1NC3=CC=C(C=C3C1C(C)C)C1CN(C1)C(CN(C)C)=O)N=CN2)C